iron(III) chloride tetrahydrate O.O.O.O.[Fe](Cl)(Cl)Cl